O.C1(=CC=C(C=C1)C(=O)[C@]([C@](C(=O)O)(O)C(=O)C1=CC=C(C=C1)C)(O)C(=O)O)C di-(p-toluoyl)-L-tartaric acid monohydrate